rac-tert-butyl (4aR,7aS)-hexahydrofuro[3,4-b]pyrazine-1(2H)-carboxylate N1([C@H]2[C@@H](NCC1)COC2)C(=O)OC(C)(C)C |r|